C(#N)C1CN(C1)S(=O)(=O)C=1C=C(C(=O)N2[C@H](CCC2)C(=O)NCC2=C(C(=CC(=C2)F)F)F)C=CC1 1-(3-((3-cyano-1-azetidinyl)sulfonyl)benzoyl)-N-(2,3,5-trifluorobenzyl)-D-prolinamide